ClC1=CC(=C(C=N1)C1=NC=CC(=C1)C(C)(C)O)NCC[C@@H](C)O (R)-4-((6'-chloro-4-(2-hydroxypropan-2-yl)-[2,3'-bipyridin]-4'-yl)amino)butan-2-ol